(E)-4-chloro-N-(3-cyano-7-ethoxy-2-ethyl-4-((tetrahydro-2H-pyran-4-yl)amino)quinolin-6-yl)but-2-enamide ClC/C=C/C(=O)NC=1C=C2C(=C(C(=NC2=CC1OCC)CC)C#N)NC1CCOCC1